((S)-1-(4-fluorophenyl)-3,4-dihydroisoquinolin-2(1H)-yl)((6S,7R)-6-hydroxy-1,4-oxaazepan-7-yl)methanone FC1=CC=C(C=C1)[C@@H]1N(CCC2=CC=CC=C12)C(=O)[C@H]1[C@H](CNCCO1)O